Ethyl 7-(benzyloxy)-5-(1-((tert-butyldimethylsilyl) oxy) propyl)-6,7-dihydro-5H-pyrrolo[1,2-b][1,2,4]triazole-2-carboxylate C(C1=CC=CC=C1)OC1CC(N2N=C(N=C21)C(=O)OCC)C(CC)O[Si](C)(C)C(C)(C)C